C1=C(C=CC2=CC=CC=C12)OCCCC butyl β-naphthyl ether